[Ti].[Ni].[As] arsenic-nickel-titanium